β,2,2,3-tetramethyl-δ-methylidene-3-cyclopentene-1-butanol CC(CO)CC(C1C(C(=CC1)C)(C)C)=C